N-[(5R)-1-amino-3-methyl-5H,6H,7H-cyclopenta[c]pyridin-5-yl]-1-[(6-{3-azabicyclo[3.1.0]hex-3-yl}-2-methylpyridin-3-yl)methyl]-3-methyl-1H-pyrazole-4-carboxamide NC1=NC(=CC2=C1CC[C@H]2NC(=O)C=2C(=NN(C2)CC=2C(=NC(=CC2)N2CC1CC1C2)C)C)C